ClC=1C=C2C=C(C=NC2=C(C1)B1OC(C(O1)(C)C)(C)C)OCC(F)F 6-chloro-3-(2,2-difluoroethoxy)-8-(4,4,5,5-tetramethyl-1,3,2-dioxaborolan-2-yl)quinoline